C(C)(C)(C)OC(=O)N1CCN(CC1)C=1C=C(C=CC1)B(O)O (3-[4-(TERT-BUTOXYCARBONYL)PIPERAZIN-1-YL]PHENYL)BORONIC ACID